(Z)-7-((1R,2S,3R,4S)-4-(2-(2-amino-3-chloroquinolin-7-yl)ethyl)-2,3-dihydroxycyclopentyl)-1,7-dihydro-4H-pyrrolo[2,3-d]pyrimidin-4-one O-methyl oxime CO\N=C/1\C2=C(NC=N1)N(C=C2)[C@H]2[C@@H]([C@@H]([C@H](C2)CCC2=CC=C1C=C(C(=NC1=C2)N)Cl)O)O